[C@H]12CC(C[C@@H]2C1)[C@@H](C(=O)NC1=CC=C(C=C1)C=1C(=[N+](C=CC1C)[O-])C)NC(=O)C1=CC=C2N1CCN(C2)C 3-(4-((S)-2-((1R,3s,5S)-bicyclo[3.1.0]hexan-3-yl)-2-(2-methyl-1,2,3,4-tetrahydropyrrolo[1,2-a]pyrazine-6-carboxamido)acetamido)phenyl)-2,4-dimethylpyridine 1-oxide